CC1=C(C(=C2C=NN(C2=C1)C1OCCCC1)B1OC(C(O1)(C)C)(C)C)CCC(=O)O 3-(6-methyl-1-(tetrahydro-2H-pyran-2-yl)-4-(4,4,5,5-tetramethyl-1,3,2-dioxaborolan-2-yl)-1H-indazol-5-yl)propanoic acid